(R)-1-methyl-4-(1-methyl-4-((1-(2-methyl-3-(trifluoromethyl)phenyl)ethyl)amino)phthalazin-6-yl)piperazin-2-one CN1C(CN(CC1)C=1C=C2C(=NN=C(C2=CC1)C)N[C@H](C)C1=C(C(=CC=C1)C(F)(F)F)C)=O